FC1=CC=C(C=C1)N1C(=NC=C(C1=O)C(=O)NC1=CC=C(C=C1)OC1=CC=NC2=CC(=CN=C12)OC)C 1-(4-Fluorophenyl)-N-[4-[(7-methoxy-1,5-naphthyridin-4-yl)oxy]phenyl]-2-methyl-6-oxopyrimidine-5-carboxamide